3-((propylphenoxy)carbonylamino-methyl)-3,5,5-trimethylcyclohexyl-carbamic acid (propylphenyl) ester C(CC)C1=C(C=CC=C1)OC(NC1CC(CC(C1)(C)C)(C)CNC(=O)OC1=C(C=CC=C1)CCC)=O